4-(5-{[(4-Fluorophenyl)methyl]sulfanyl}-4-methoxy-1H-pyrazol-3-yl)-1-(3-hydroxypyrrolidin-1-carbonyl)piperidin-2-on FC1=CC=C(C=C1)CSC1=C(C(=NN1)C1CC(N(CC1)C(=O)N1CC(CC1)O)=O)OC